(6S,9aS)-Hexahydro-6-[(4-hydroxyphenyl)methyl]-8-(1-naphthalenylmethyl)-4,7-dioxo-N-(phenylmethyl)-2H-pyrazino[1,2-a]pyrimidine-1(6H)-carboxamide C1CN([C@H]2CN(C(=O)[C@@H](N2C1=O)CC3=CC=C(C=C3)O)CC4=CC=CC5=CC=CC=C54)C(=O)NCC6=CC=CC=C6